1-{1-[3-(benzyloxy)propyl]-3-methyl-1H-pyrazol-5-yl}-2-bromoethan-1-one C(C1=CC=CC=C1)OCCCN1N=C(C=C1C(CBr)=O)C